(2S)-N-{3-[2-(3,4-dichlorophenoxy)acetamido]bicyclo[1.1.1]pent-1-yl}-6,7-difluoro-4-oxo-3,4-dihydro-2H-1-benzopyran-2-carboxamide ClC=1C=C(OCC(=O)NC23CC(C2)(C3)NC(=O)[C@H]3OC2=C(C(C3)=O)C=C(C(=C2)F)F)C=CC1Cl